C(C=1C(C(=O)O)=CC(C(=O)O)=CC1)(=O)O.[Ti].NC=1C=C(C=C(C1)C(F)(F)F)N1CCC(CC1)O 1-(3-amino-5-(trifluoromethyl)phenyl)piperidin-4-ol titanium compound with trimellitic acid